ClC1=C2C(=NC=3C=C(C(=CC13)OC)OCCCC(C)O)CCC2 5-({9-chloro-7-methoxy-1H,2H,3H-cyclopenta[b]quinolin-6-yl}oxy)pentan-2-ol